CN1N=C(C=2C(C1=O)=CC(N(C2)C2CCN(CC2)C)=O)N[C@H](C)C2=C(C(=CC=C2)C(F)(F)F)C (R)-2-methyl-4-((1-(2-methyl-3-(trifluoromethyl)phenyl)ethyl)amino)-6-(1-methylpiperidin-4-yl)-2,6-dihydropyrido[3,4-d]pyridazine-1,7-dione